C(CCCCC)C1=CC=C(C=C1)S(=O)(=O)NC=1C=C(C=CC1)C=1N=C(SC1)NC(C)=O N-(4-(3-((4-hexylphenyl)sulfonamido)phenyl)thiazol-2-yl)acetamid